NC=1C(=C(C=CC1)CN1C(OC2=C(C1(C)C)C=CC(=C2)OC=2N=NC=CC2)=O)F 3-[(3-amino-2-fluorophenyl)methyl]-4,4-dimethyl-7-(pyridazine-3-yloxy)-3,4-dihydro-2H-1,3-benzoxazin-2-one